C(C)OC=1C=C(C=CC1C=1NC(C2=C(N1)NN=N2)=O)C2=CC(=CC(=C2)OCCN2CCCC2)C=CC(=O)O 3-(3'-ethoxy-4'-(7-oxo-6,7-dihydro-3H-[1,2,3]triazolo[4,5-d]pyrimidin-5-yl)-5-(2-(pyrrolidin-1-yl)ethoxy)-[1,1'-biphenyl]-3-yl)acrylic acid